N,N-diisopropyl-N-(butenyl)amine C(C)(C)N(C=CCC)C(C)C